C(C)(C)(C)OC(=O)N1N=C(C2=CC=C(C=C12)C1CC12C(N(C1=CC=C(C=C21)OC)C(=O)[O-])=O)NC=2C=NC(=CC2OCC)S(=O)(=O)C 2-[1-(tert-butoxycarbonyl)-3-[(4-ethoxy-6-methanesulfonylpyridin-3-yl)amino]indazol-6-yl]-5'-methoxy-2'-oxospiro[cyclopropane-1,3'-indole]-1'-carboxylate